O1CCN(CC12CCOCC2)C=2C=C1C(=CC=NC1=CC2)C(=O)OC(C)(C)C tert-Butyl 6-(1,9-dioxa-4-azaspiro[5.5]undecan-4-yl)quinoline-4-carboxylate